(6-((2-((5-bromo-2-chloro-4-(4-(4-methylpiperazin-1-yl)piperidin-1-yl)phenyl)amino)-5-Chloropyrimidin-4-yl)amino)-2,3-dihydrobenzofuran-5-yl)-N-methylmethanesulfonamide BrC=1C(=CC(=C(C1)NC1=NC=C(C(=N1)NC1=CC2=C(CCO2)C=C1CS(=O)(=O)NC)Cl)Cl)N1CCC(CC1)N1CCN(CC1)C